Cl.C1OC=2C=C(C=CC2O1)[C@H]1N[C@H](CC2=C1NC1=CC=CC=C21)C(=O)O (1R,3R)-1,2,3,4-tetrahydro-1-(3,4-methylenedioxyphenyl)-9H-pyrido[3,4-b]indole-3-carboxylic acid hydrochloride